2-(4-fluoro-2,6-dipropylphenyl)acetic acid tert-butyl ester C(C)(C)(C)OC(CC1=C(C=C(C=C1CCC)F)CCC)=O